O.[Ba] barium water